5-morpholino-2,7-naphthyridin-1-one O1CCN(CC1)C1=C2C=CNC(C2=CN=C1)=O